CN(C(C=C)=O)C(C)C=CC=1C=CC=2N=CN=C(C2N1)NC1=CC(=C(C=C1)OC1=CC2=C(N(C=N2)C)C=C1)C N-Methyl-N-(4-(4-((3-methyl-4-((1-methyl-1H-benzo[d]imidazol-5-yl)oxy)phenyl)amino)pyrido[3,2-d]pyrimidin-6-yl)but-3-en-2-yl)acrylamide